NC1=NN2C(C=C(C=C2)C=2C=C(C(=NC2)OC)C(=O)NCC2=C(C=C(C=C2)F)OCC2CCCC2)=N1 5-{2-amino-[1,2,4]triazolo[1,5-a]pyridin-7-yl}-N-{[2-(cyclopentylmethoxy)-4-fluorophenyl]methyl}-2-methoxypyridine-3-carboxamide